(1R,3S)-3-(5-amino-1-(tert-butyl)-1H-pyrazol-3-yl)cyclopentyl pyrrolidine-1-carboxylate N1(CCCC1)C(=O)O[C@H]1C[C@H](CC1)C1=NN(C(=C1)N)C(C)(C)C